(S)-N-(1-amino-3-hydroxy-1-oxopropan-2-yl)-2-(difluoromethyl)-5-((2-methyloxazol-5-yl)methoxy)benzofuran-3-carboxamide NC([C@H](CO)NC(=O)C1=C(OC2=C1C=C(C=C2)OCC2=CN=C(O2)C)C(F)F)=O